8'-bromo-3-ethyl-7'-fluoro-3'-methylspiro[cyclobutane-1,1'-pyrrolo[2,3-c]quinolin]-2'(3'H)-one BrC1=CC=2C3=C(C=NC2C=C1F)N(C(C31CC(C1)CC)=O)C